(3,5-bis(trifluoromethyl)phenyl)diisopropoxyborane tert-butyl-(2-(3-(imino(4-isopropoxypyridin-2-yl)methyl)thioureido)-5-(trifluoromethyl)pyridin-3-yl)(methyl)carbamate C(C)(C)(C)OC(N(C)C=1C(=NC=C(C1)C(F)(F)F)NC(=S)NC(C1=NC=CC(=C1)OC(C)C)=N)=O.FC(C=1C=C(C=C(C1)C(F)(F)F)B(OC(C)C)OC(C)C)(F)F